C(C)(C)(C)N1C=C(C=C1)C(=O)NCC1=NC(=NO1)C=1N(C2=CC=CC(=C2C1)N[C@H]1[C@H](CN(CC1)CC)F)CC(F)(F)F 1-tert-butyl-N-{[3-(4-{[(3S,4R)-1-ethyl-3-fluoropiperidin-4-yl]amino}-1-(2,2,2-trifluoroethyl)-1H-indol-2-yl)-1,2,4-oxadiazol-5-yl]methyl}-1H-pyrrole-3-carboxamide